COC1=CC=CC2=C1S(CC1=C2N(N=C1CN1CCOC2(CC2)C1)C1=CC=C(C=C1)CN1CCOCC1)(=O)=O (6-methoxy-1-(4-(morpholinomethyl)phenyl)-5,5-dioxido-1,4-dihydrothiochromeno[4,3-c]pyrazol-3-yl)(4-oxa-7-azaspiro[2.5]octan-7-yl)methan